3-[5-(Propan-2-yl)-1,3-thiazol-2-yl]-5-[(2S)-tetrahydrofuran-2-ylmethoxy]benzoic acid CC(C)C1=CN=C(S1)C=1C=C(C(=O)O)C=C(C1)OC[C@H]1OCCC1